5-iodo-2-(4-methoxybenzyl)-1-methyl-1H-imidazole-4-carboxylic acid ethyl ester C(C)OC(=O)C=1N=C(N(C1I)C)CC1=CC=C(C=C1)OC